N-(4-(2-(2-Acrylamido-4-fluorophenyl)-3H-imidazo[4,5-b]pyridin-7-yl)-2-fluorobenzyl)-3-(tert-butyl)-1,2,4-oxadiazole-5-carboxamide C(C=C)(=O)NC1=C(C=CC(=C1)F)C1=NC=2C(=NC=CC2C2=CC(=C(CNC(=O)C3=NC(=NO3)C(C)(C)C)C=C2)F)N1